FC=1C(=C(C=CC1F)[C@H]1[C@@H](O[C@H]([C@H]1C)C(F)(F)F)C1=CC(C(=C(N1)C)C(C)C)=O)OC |o1:8,9,11,12| rel-6-((2R,3S,4S,5R)-3-(3,4-difluoro-2-methoxyphenyl)-4-methyl-5-(trifluoromethyl)tetrahydrofuran-2-yl)-3-isopropyl-2-methylpyridin-4(1H)-one